6-((2S,4R)-2-(1-cyclopropyl-1H-pyrazol-4-yl)tetrahydro-2H-pyran-4-yl)-8-(2-fluoro-4-(trifluoromethyl)phenyl)-2,3-dimethylpyrimido[5,4-d]pyrimidin-4(3H)-one C1(CC1)N1N=CC(=C1)[C@H]1OCC[C@H](C1)C=1N=C(C=2N=C(N(C(C2N1)=O)C)C)C1=C(C=C(C=C1)C(F)(F)F)F